N-[(3-Fluorophenyl)-methyl]-2-methoxy-4-methyl-6-([1,4]oxazepan-4-yl)-pyridine-3-carboxylic acid amide FC=1C=C(C=CC1)CNC(=O)C=1C(=NC(=CC1C)N1CCOCCC1)OC